6-(2-(4-Fluoro-3-methylphenyl)-5,6-dihydro-4H-pyrrolo[1,2-b]pyrazol-3-yl)-1-methyl-1H-benzo[d]imidazole FC1=C(C=C(C=C1)C=1C(=C2N(N1)CCC2)C=2C=CC1=C(N(C=N1)C)C2)C